O1CCCC2=CC(=CC=C12)C(C)NC(CN1N=CC2=C(C1=O)C(=NN2C2CC2)C)=O N-(1-(Chroman-6-yl)ethyl)-2-(1-cyclopropyl-3-methyl-4-oxo-1,4-dihydro-5H-pyrazolo[3,4-d]-pyridazin-5-yl)acetamid